(quinoline-8-carbonyl)piperidine N1=CC=CC2=CC=CC(=C12)C(=O)N1CCCCC1